C(C)C=1OC2=C(C1C(=O)CC(=O)O)C(=C(C(=C2[2H])[2H])[2H])[2H] 2-ethylbenzofuran-3-carbonyl-4,5,6,7-d-acetic acid